2-octyl-dodecanoic acid C(CCCCCCC)C(C(=O)O)CCCCCCCCCC